syn-4-amino-1-(5-(trifluoromethyl)pyrimidin-2-yl)piperidin-3-ol hydrochloride Cl.NC1C(CN(CC1)C1=NC=C(C=N1)C(F)(F)F)O